N1=CN=CC(=C1)C1=NN(C=C1)C=1N=C(C2=C(N1)C=C(C=N2)C2CCOCC2)N2CCOCC2 4-[2-(3-pyrimidin-5-ylpyrazol-1-yl)-7-tetrahydropyran-4-yl-pyrido[3,2-d]pyrimidin-4-yl]morpholine